ClC=1C(=C(C2=C(CCCCC2)C1)C(=O)OC)O Methyl 2-chloro-3-hydroxy-6,7,8,9-tetrahydro-5H-benzo[7]annulene-4-carboxylate